((5-((4-amino-6-chloro-pyrazolo[3,4-D]pyrimidin-1-yl)methyl)-2-methoxy-phenoxy)methyl)benzaldehyde NC1=C2C(=NC(=N1)Cl)N(N=C2)CC=2C=CC(=C(OCC1=C(C=O)C=CC=C1)C2)OC